N2-(tert-butyl)-N4-(3,5-difluorophenyl)-6-(6-(trifluoromethyl)pyridin-2-yl)-1,3,5-triazine-2,4-diamine C(C)(C)(C)NC1=NC(=NC(=N1)NC1=CC(=CC(=C1)F)F)C1=NC(=CC=C1)C(F)(F)F